5-[4-(5-{1-[2-hydroxy-5-(methoxycarbonyl)phenyl]-1H-1,2,3-triazol-4-yl}pyridin-3-yl)-1H-1,2,3-triazol-1-yl]naphthalene-1-carboxylic acid OC1=C(C=C(C=C1)C(=O)OC)N1N=NC(=C1)C=1C=C(C=NC1)C=1N=NN(C1)C1=C2C=CC=C(C2=CC=C1)C(=O)O